6-[8-(1,3-benzothiazol-2-ylcarbamoyl)-3,4-dihydroisoquinolin-2(1H)-yl]-3-{2-cyano-3-[tricyclo[3.3.1.13,7]dec-1-ylamino]phenyl}pyridine-2-carboxylic acid S1C(=NC2=C1C=CC=C2)NC(=O)C=2C=CC=C1CCN(CC21)C2=CC=C(C(=N2)C(=O)O)C2=C(C(=CC=C2)NC21CC3CC(CC(C2)C3)C1)C#N